P(OCC)(OCCBr)=O monoethyl bromoethyl phosphonate